Bis-(3-trimethoxysilyl-propyl)amin CO[Si](CCCNCCC[Si](OC)(OC)OC)(OC)OC